OC[C@H](C)N1CCC(CC1)CC1CCN(CC1)C(=O)OCC[Si](C)(C)C 2-trimethylsilylethyl 4-[[1-[(1S)-2-hydroxy-1-methyl-ethyl]-4-piperidyl]methyl]piperidine-1-carboxylate